7,9-diazatricyclo[3.3.1.02,4]Nonane-9-carboxylate C12C3CC3C(CNC1)N2C(=O)[O-]